5,7-dimethoxy-2-(3,4,5-trimethoxyphenyl)-3-(3-((5-(3,4,5-trimethoxyphenyl)-1,3,4-oxadiazol-2-yl)sulfanyl)propoxy)-4H-chromen-4-one COC1=C2C(C(=C(OC2=CC(=C1)OC)C1=CC(=C(C(=C1)OC)OC)OC)OCCCSC=1OC(=NN1)C1=CC(=C(C(=C1)OC)OC)OC)=O